BrC=1N=C(N(N1)C1=CC=C(C=C1)OC(F)(F)F)NS(=O)(=O)CC N-[5-Bromo-2-[4-(trifluoromethoxy)phenyl]-1,2,4-triazol-3-yl]ethanesulfonamid